perfluorooctyl-propanol FC(C(C(F)(F)F)(F)F)(O)C(C(C(C(C(C(C(C(F)(F)F)(F)F)(F)F)(F)F)(F)F)(F)F)(F)F)(F)F